C1=CC=CC=2NC=3C=C4C(=CC3C(C12)=O)NC1=CC=CC=C1C4=O 5,12-dihydro-quino(2,3-b)acridine-7,14-dione